5-(4-(3-(4-(4-((5-chloro-4-(methylamino)pyrimidin-2-yl)amino)-3-methoxybenzoyl)piperazin-1-yl)propyl)piperazin-1-yl)-2-(2,6-dioxopiperidin-3-yl)isoindoline-1,3-dione ClC=1C(=NC(=NC1)NC1=C(C=C(C(=O)N2CCN(CC2)CCCN2CCN(CC2)C=2C=C3C(N(C(C3=CC2)=O)C2C(NC(CC2)=O)=O)=O)C=C1)OC)NC